OCC1OC(OC1)=O 4-hydroxymethyl-1,3-dioxolane-2-one